N1(CCOCC1)C1=NC=C(C=N1)C=1C(=CC(=C(C1)NC(=O)C1=CNC(C=C1C(F)(F)F)=O)N1C[C@H](N([C@H](C1)C)C)C)C(F)(F)F |r| N-[5-(2-morpholin-4-ylpyrimidin-5-yl)-2-[rac-(3R,5S)-3,4,5-trimethylpiperazin-1-yl]-4-(trifluoromethyl)phenyl]-6-oxo-4-(trifluoromethyl)-1H-pyridine-3-carboxamide